N-acetyl-L-glucosaminyl-L-asparagine C(C)(=O)N([C@@H](CC(N)=O)C(=O)O)C1[C@@H](N)[C@H](O)[C@@H](O)[C@@H](O1)CO